ClCC1=CC=C(C=C1)C1=NC=C(C=C1)C(C)(F)F 2-[4-(chloromethyl)phenyl]-5-(1,1-difluoroethyl)pyridine